di(cyclopentadienyl)dimethyl-silane C1(C=CC=C1)[Si](C)(C)C1C=CC=C1